1,4-diisocyanatotoluene N(=C=O)C1(C)CC=C(C=C1)N=C=O